FC1=C(C(=C2C=CNC2=C1F)SCC1=CC=C(C=C1)OC)OC=1C=CC(=C(C1)C=1NC=C(N1)C1(CCOC2=C(C=CC=C12)CCC(=O)OCC)C)F ethyl 3-[4-[2-[5-[[6,7-difluoro-4-[(4-methoxyphenyl)methylsulfanyl]-1H-indol-5-yl]oxy]-2-fluoro-phenyl]-1H-imidazol-4-yl]-4-methyl-chroman-8-yl]propanoate